(S)-2-(3-(azepan-4-yloxy)-1,2,4-triazin-6-yl)-5-(1H-imidazol-1-yl)phenol N1CC[C@H](CCC1)OC=1N=NC(=CN1)C1=C(C=C(C=C1)N1C=NC=C1)O